C(CCCC)C1=CC=C(C=C1)C#CC1=C(C=C(C=C1F)C#CC#N)F 3-{4-[2-(4-pentylphenyl)ethynyl]-3,5-difluorophenyl}prop-2-ynenitrile